Benzyl 3,3-difluoro-4-[(methanesulfonyl)amino]-4-methylpyrrolidine-1-carboxylate FC1(CN(CC1(C)NS(=O)(=O)C)C(=O)OCC1=CC=CC=C1)F